C(C1=CC=CC=C1)OC([C@H]([C@@H](C)OCC1=CC=CC=C1)N1C(C2(C1)CCN(CC2)C(=O)OC(C)(C)C)=O)=O tert-butyl 2-((2S,3R)-1,3-bis(benzyloxy)-1-oxobutan-2-yl)-1-oxo-2,7-diazaspiro[3.5]nonane-7-carboxylate